C(C1=CC=CC=C1)OC1=C(C=CC=C1F)N1C(C([C@@H]1C1=C(C=C(C(=C1)F)N1CCC(CC1)CC(OCCCC)OCCCC)OC)(CC)CC)=O (S)-1-(2-(Benzyloxy)-3-fluorophenyl)-4-(4-(4-(2,2-dibutoxyethyl)piperidin-1-yl)-5-fluoro-2-methoxyphenyl)-3,3-diethylazetidin-2-one